2-((4-hydroxy-3-methoxybenzyl) amino)-2-oxoethyl butyrate C(CCC)(=O)OCC(=O)NCC1=CC(=C(C=C1)O)OC